lithium (III) oxalate C(C(=O)[O-])(=O)[O-].[Li+3].C(C(=O)[O-])(=O)[O-].C(C(=O)[O-])(=O)[O-].[Li+3]